Cl.Cl.C(C1=CC=CC=C1)C1=CC2=C(C=N1)C(CN2C(CN2[C@H](CN[C@@H](C2)C)CN2C(CCC2)=O)=O)(C)C 1-{[(2R,5R)-1-(2-{6-Benzyl-3,3-dimethyl-1H,2H,3H-pyrrolo[3,2-c]pyridin-1-yl}-2-oxoethyl)-5-methylpiperazin-2-yl]methyl}pyrrolidin-2-one dihydrochloride